ClC=1C(=NC=CC1C1=NC(=C(C=C1)CNC[C@@H]1NC(CC1)=O)OC)C=1C(=C(C=CC1)NC(C1=NC(=C(C=C1)CNCCO)OC)=O)C (R)-N-(3-(3'-chloro-6-methoxy-5-((((5-oxopyrrolidin-2-yl)methyl)amino)methyl)-[2,4'-bipyridin]-2'-yl)-2-methylphenyl)-5-(((2-hydroxyethyl)amino)methyl)-6-methoxypicolinamide